(3r,4r)-4-{[5-fluoro-7-(prop-1-en-2-yl)pyrrolo[2,1-f][1,2,4]triazin-2-yl]amino}-1-methanesulfonylpiperidin-3-ol FC=1C=C(N2N=C(N=CC21)N[C@H]2[C@@H](CN(CC2)S(=O)(=O)C)O)C(=C)C